5-oxo-2-tetrahydrofuranic acid O=C1CCC(O1)C(=O)O